FC1(CCOC12CCC(CC2)NC(=O)[C@@H]2CCN(C1(CC1)C2)C(=O)C2=NNC(=C2)C2=CC(=NC=C2F)OC)F (R)-N-((5R,8r)-4,4-difluoro-1-oxaspiro[4.5]decan-8-yl)-4-(5-(5-fluoro-2-methoxypyridin-4-yl)-1H-pyrazole-3-carbonyl)-4-azaspiro[2.5]octane-7-carboxamide